BrC1=CC=C2C(=N1)N=C(O2)NC2CN(CC(C2)O)C(=O)[O-] 3-((5-bromooxazolo[4,5-b]pyridin-2-yl)amino)-5-hydroxy-piperidine-1-carboxylate